(E)-4-chloro-1-(4-(3-(4-ethoxy-3-methoxyphenyl)acryloyl)piperazin-1-yl)butan-1-one ClCCCC(=O)N1CCN(CC1)C(\C=C\C1=CC(=C(C=C1)OCC)OC)=O